(S)-N-(1-(5-((Diphenylmethylene)amino)pyridin-2-yl)-2,2,2-trifluoroethyl)-N-methylpivalamide C1(=CC=CC=C1)C(C1=CC=CC=C1)=NC=1C=CC(=NC1)[C@@H](C(F)(F)F)N(C(C(C)(C)C)=O)C